ClC1=C(C=CC(=C1)C(=O)N1[C@H]([C@@H](N(CC1)C1=CC(=CC=C1)Cl)C)C)[S@](=O)CC(=O)C=1OC=CN1 |&1:24| (±)-2-((2-Chloro-4-(4-(3-chlorophenyl)-trans-2,3-dimethylpiperazine-1-carbonyl)phenyl)sulfinyl)-1-(oxazol-2-yl)ethan-1-one